ClC1=NC=CC(=N1)CC(=O)C1=CC=C(C=C1)F 2-(2-Chloro-pyrimidin-4-yl)-1-(4-fluoro-phenyl)-ethanone